phenyl (3-(4-((2-chloro-1H-imidazol-1-yl)methyl)phenyl)-5-isobutyl-4-methylthiophen-2-yl)sulfonylcarbamate ClC=1N(C=CN1)CC1=CC=C(C=C1)C1=C(SC(=C1C)CC(C)C)S(=O)(=O)NC(OC1=CC=CC=C1)=O